selenadiazoleamine [Se]1N=NC(=C1)N